2-bromo-N1,N1,N3,N3-tetra(quinolin-5-yl)benzene-1,3-diamine BrC1=C(C=CC=C1N(C1=C2C=CC=NC2=CC=C1)C1=C2C=CC=NC2=CC=C1)N(C1=C2C=CC=NC2=CC=C1)C1=C2C=CC=NC2=CC=C1